ClC1=NC(=CC=C1C1(OC1)C1=CC(=C(C=C1)Cl)F)Cl 2,6-dichloro-3-(2-(4-chloro-3-fluorophenyl)oxiran-2-yl)pyridine